OCC(=O)N1CCC(CC1)OC1=CC=C(NC=2C(=NC(=C(N2)NC)C=2C3=C(C=NC2)N(C=N3)C)C(=O)N)C=C1 3-[4-[[1-(2-hydroxyacetyl)-4-piperidinyl]oxy]anilino]-5-(methylamino)-6-(3-methylimidazo[4,5-c]pyridin-7-yl)pyrazine-2-carboxamide